N-{(1Z)-3-[1-(2-nitrophenyl)-1H-pyrrol-2-yl]-allylidene}-aminoguanidine [N+](=O)([O-])C1=C(C=CC=C1)N1C(=CC=C1)C=C\C=N/C(=NN)N